N-(4-((R)-2-(4-Chloro-2,3-difluorophenyl)propyl)-6-(((R)-1-hydroxy-4-methylpentan-2-yl)amino)-1,3,5-triazin-2-yl)methanesulfonamide ClC1=C(C(=C(C=C1)[C@@H](CC1=NC(=NC(=N1)N[C@@H](CO)CC(C)C)NS(=O)(=O)C)C)F)F